COCCCOCCCO 3-(3-methoxypropoxy)propan-1-ol